tert-butyl 4-[[4-(cyclopropylamino)-2-methylsulfanyl-pyrimidin-5-yl]methylamino]-4-deuterio-2,3-dihydroquinoline-1-carboxylate C1(CC1)NC1=NC(=NC=C1CNC1(CCN(C2=CC=CC=C12)C(=O)OC(C)(C)C)[2H])SC